BrCCCC(=O)OC methyl (E)-4-bromobutyrate